5-(1-(2-(diisopropylcarbamoyl)-4-fluorophenyl)-1H-pyrrolo[2,3-c]pyridin-3-yl)-3,6-dihydropyridine-1(2H)-carboxylic acid tert-butyl ester C(C)(C)(C)OC(=O)N1CCC=C(C1)C1=CN(C2=CN=CC=C21)C2=C(C=C(C=C2)F)C(N(C(C)C)C(C)C)=O